4'-(3,3-difluorocyclopentyl)-[1,1'-biphenyl] FC1(CC(CC1)C1=CC=C(C=C1)C1=CC=CC=C1)F